Cl.Cl.N1CC(C1)CN1CC(C1)OCCOC 1-(azetidin-3-ylmethyl)-3-(2-methoxyethoxy)azetidine, dihydrochloride